N-(3-chloro-5-(methylsulfonyl)phenyl)thieno[3,2-b]pyridine-2-carboxamide ClC=1C=C(C=C(C1)S(=O)(=O)C)NC(=O)C1=CC2=NC=CC=C2S1